6-chloro-N-[5-(2,2-difluoroethyl)-4-methoxy-pyrimidin-2-yl]-5-fluoro-1H-indole-3-sulfonamide ClC1=C(C=C2C(=CNC2=C1)S(=O)(=O)NC1=NC=C(C(=N1)OC)CC(F)F)F